rac-(3S,4S)-3-((4-(benzo[d]thiazol-6-ylamino)-7-(1-methyl-1H-pyrazol-4-yl)quinazolin-5-yl)oxy)-1-methylpiperidin-4-ol S1C=NC2=C1C=C(C=C2)NC2=NC=NC1=CC(=CC(=C21)O[C@H]2CN(CC[C@@H]2O)C)C=2C=NN(C2)C |r|